4-(6-chloro-2-(2-(pyridin-2-yl)ethoxy)pyrimidin-4-yl)morpholine ClC1=CC(=NC(=N1)OCCC1=NC=CC=C1)N1CCOCC1